Diethanolamine Borate B(O)(O)O.N(CCO)CCO